2-bromo-1-(4-bromophenyl)ethan-1-one BrCC(=O)C1=CC=C(C=C1)Br